carbonyl-rhodium (I) hydride C(=O)=[RhH]